C(C)(C)(C)[Si](OCCCCCCCCCCCC#C)(C)C tert-butyldimethyl-(tridec-12-yn-1-yloxy)silane